(S)-3-(5-fluoro-2',6'-dimethylbiphenyl-3-yl)-3-(3-(4-hydroxy-1-methyl-2-oxo-1,2-dihydropyridin-3-yl)ureido)propanoic acid FC=1C=C(C=C(C1)C1=C(C=CC=C1C)C)[C@H](CC(=O)O)NC(=O)NC=1C(N(C=CC1O)C)=O